N-(3-(2-((3,4-dimethoxyphenyl)amino)-7-oxo-6-phenyl-8(7H)-pteridinyl)phenyl)acrylamide COC=1C=C(C=CC1OC)NC1=NC=2N(C(C(=NC2C=N1)C1=CC=CC=C1)=O)C=1C=C(C=CC1)NC(C=C)=O